2-(2-fluoro-phenyl)-4-[[5-(4-hydroxy-1-piperidyl)-2-pyridyl]amino]-6H-1,6-naphthyridin-5-one FC1=C(C=CC=C1)C1=NC=2C=CNC(C2C(=C1)NC1=NC=C(C=C1)N1CCC(CC1)O)=O